ClC1=C(C=C(C=C1)C(=O)N1CCNCC1)N1C(NC(CC1)=O)=O 1-(2-chloro-5-(piperazine-1-carbonyl)phenyl)dihydropyrimidine-2,4(1H,3H)-dione